5-[(4R,10bS)-9-fluoro-4-methyl-8-(9-oxa-3,7-diazabicyclo[3.3.1]non-3-yl)-3,4,6,10b-tetrahydro-1H-pyrazino[2,1-a]isoindol-2-yl]quinoline-8-carbonitrile FC1=C(C=C2CN3[C@@H](C2=C1)CN(C[C@H]3C)C3=C1C=CC=NC1=C(C=C3)C#N)N3CC1CNCC(C3)O1